FC1=C(C=CC(=C1)C(F)(F)F)COC1CN(C1)C(=O)N1C[C@H](CC1)C1=NN=CN1 [3-[[2-Fluoro-4-(trifluoromethyl)phenyl]methoxy]azetidin-1-yl]-[(3S)-3-(4H-1,2,4-triazol-3-yl)pyrrolidin-1-yl]methanone